C(C)(C)(C)OC(=O)N1N=C(C(=C1)C1=CC=2N=C(NC(C2S1)=O)[C@H]1N(CC=CC1)C(=O)OC(C)(C)C)C tert-butyl (2S)-2-{6-[1-(tert-butoxycarbonyl)-3-methyl-1H-pyrazol-4-yl]-4-oxo-3,4-dihydrothieno[3,2-d]pyrimidin-2-yl}-3,6-dihydropyridine-1(2H)-carboxylate